BrC=1C(=NN(C1C)CCCCCCCCCCCCCC(=O)OC)C methyl 14-(4-bromo-3,5-dimethyl-pyrazol-1-yl)tetradecanoate